ethyl 3-methyl-2-(4-(1-(8-methyl-8H-thieno[2,3-b]indole-2-carboxamido)cyclopentyl)phenyl)butanoate CC(C(C(=O)OCC)C1=CC=C(C=C1)C1(CCCC1)NC(=O)C1=CC2=C(N(C3=CC=CC=C23)C)S1)C